calcium propionate, magnesium salt [Mg+2].C(CC)(=O)[O-].[Ca+2].C(CC)(=O)[O-].C(CC)(=O)[O-].C(CC)(=O)[O-]